C(C)C=1C(=NN(C1C1=CC=C(C=C1)F)C)NC1=CC(=NC=N1)N1N=C(C(=C1C)C(=O)N1[C@@H](CCC1)C)C |r| (±)-[1-(6-{[4-ethyl-5-(4-fluorophenyl)-1-methyl-1H-pyrazol-3-yl]amino}pyrimidin-4-yl)-3,5-dimethyl-1H-pyrazol-4-yl](2-methylpyrrolidin-1-yl)methanone